[2-methyl-4-[[3-[3-(trifluoromethyl)-1H-pyrazol-4-yl]imidazo[1,2-a]pyrazin-8-yl]amino]phenyl]-[4-[rac-(3R,4S)-4-hydroxypiperidine-3-carbonyl]piperazin-1-yl]methanone CC1=C(C=CC(=C1)NC=1C=2N(C=CN1)C(=CN2)C=2C(=NNC2)C(F)(F)F)C(=O)N2CCN(CC2)C(=O)[C@@H]2CNCC[C@@H]2O |r|